C(N)(=O)C=1C=C2C(NN(C2=CC1)CC1=CC=C(C=C1)B(O)O)=O 4-((5-carbamoyl-3-oxo-2H-indazol-1-yl)methyl)phenylboronic acid